COCCOCCOCCOCCOCCOCCOCC(=O)O 2-[2-[2-[2-[2-[2-(2-methoxyethoxy)ethoxy]ethoxy]ethoxy]ethoxy]ethoxy]acetic acid